ClC=1C=C(C=CC1C(=O)N1CCN(CC1)C(CC1(CCNCC1)O)=O)NC(=O)C=1N(C(=CN1)C1=C(C(=C(C=C1)OC(F)F)F)F)C N-[3-chloro-4-[4-[2-(4-hydroxy-4-piperidyl)acetyl]piperazine-1-carbonyl]phenyl]-5-[4-(difluoromethoxy)-2,3-difluoro-phenyl]-1-methyl-imidazole-2-carboxamide